N-hexadecyl-2-acetyl-3-benzyloxypyridin-4-one C(CCCCCCCCCCCCCCC)N1C(=C(C(C=C1)=O)OCC1=CC=CC=C1)C(C)=O